ClC1=CC(=C(OCC2=NC=CC(=C2)OC2=CC(=C(C=C2F)CC(=O)NC2=C(C=C(C(=O)OC)C=C2)NC[C@H]2OCC2)F)C=C1)F Methyl (S)-4-(2-(4-((2-((4-chloro-2-fluorophenoxy)methyl)pyridin-4-yl)oxy)-2,5-difluorophenyl)acetamido)-3-((oxetan-2-ylmethyl)amino)benzoate